2,3,4,5,6-pentafluorophenyl methanesulfonate CS(=O)(=O)OC1=C(C(=C(C(=C1F)F)F)F)F